[4-(5-fluoropyrimidin-2-yl)piperidine-1-carbonyl]-6-methyl-N-(1-methylcyclopropyl)furo[2,3-d]pyrimidin-4-amine FC=1C=NC(=NC1)C1CCN(CC1)C(=O)C=1N=C(C2=C(N1)OC(=C2)C)NC2(CC2)C